6-bromobenzo[b]thiophene-7-ol BrC=1C=CC2=C(SC=C2)C1O